Ethyl 4-(2-methoxy-3-(1-methyl-1H-1,2,4-triazol-3-yl)phenylamino)-2-(1-(1,3,5-trimethyl-1H-pyrazol-4-yl)ethylamino)pyrimidine-5-carboxylate COC1=C(C=CC=C1C1=NN(C=N1)C)NC1=NC(=NC=C1C(=O)OCC)NC(C)C=1C(=NN(C1C)C)C